CN(C(C=C)=O)C acrylic acid N,N-dimethylamide